C1(CC1)C1=C(C=CC=C1F)[C@@H]1C2=C(NC(=C1C(=O)OC)CF)COC2=O Methyl (R)-4-(2-cyclopropyl-3-fluorophenyl)-2-(fluoromethyl)-5-oxo-1,4,5,7-tetrahydrofuro[3,4-b]pyridine-3-carboxylate